C(C)(C)(C)OC(=O)N(CC(C(=O)O)C1=CC=C(C=C1)Cl)C(C)C 3-(tert-butoxycarbonyl-isopropyl-amino)-2-(4-chloro-phenyl)-propionic acid